Cl[Si](C1C(=C(C(=C1C)C)C)C)(C)C chlorodimethyl-(2,3,4,5-tetramethylcyclopent-2,4-dien-1-yl)silane